tris(dimethylamino)(3-vinylphenyl)silane CN(C)[Si](C1=CC(=CC=C1)C=C)(N(C)C)N(C)C